2-{3-[2-fluoro-4-(1-methyl-1H-pyrazol-4-yl)anilino]-1H-indazol-6-yl}propan-2-ol FC1=C(NC2=NNC3=CC(=CC=C23)C(C)(C)O)C=CC(=C1)C=1C=NN(C1)C